FC1(CCN(CC1)C(=O)C=1C=C2C=CC=C(C2=CC1)C1=CC(=C(C(=O)OC)C=C1)F)F Methyl 4-(6-(4,4-difluoropiperidine-1-carbonyl)naphthalen-1-yl)-2-fluorobenzoate